CCCCCCCCC(CCCCCCCC)OC(CCCN(CCN(CCCC(=O)OCCCCCCCCCC)CCO)CCO)=O 4-((2-hydroxyethyl)(2-((2-hydroxyethyl)(4-(decyloxy)-4-oxobutyl)amino)ethyl)amino)butyric acid heptadecan-9-yl ester